NC=1N=C(SC1C(C1=C(C=CC=C1)F)=O)N(C1=CC=C(C=C1)F)C(C(=O)N)C (N-[4-amino-5-(2-fluorobenzoyl)thiazol-2-yl]-4-fluoro-anilino)propanamide